4-(2-hydroxyethylamino)-3-nitrobenzonitrile OCCNC1=C(C=C(C#N)C=C1)[N+](=O)[O-]